C(C)N1C(C(OC2(C1)CCN(CC2)CC2=CC=C(C#N)C=C2)(C)C)=O 4-((4-ethyl-2,2-dimethyl-3-oxo-1-oxa-4,9-diazaspiro[5.5]undecan-9-yl)methyl)benzonitrile